COC(=O)C1=CC2=C(C=C1)C1(CCN(CC1)CC1=CC=CC=C1)CO2 1'-Benzyl-2H-spiro[benzofuran-3,4'-piperidine]-6-carboxylic acid methyl ester